O1C[C@@H](CCC1)C(N1C[C@@H]2[C@H](C1)CC(C2)NC=2N=NC(=CC2)C=2C=NC=CC2C(F)(F)F)([2H])[2H] (3aR,5s,6aS)-2-(((S)-tetrahydro-2H-pyran-3-yl)methyl-d2)-N-(6-(4-(trifluoromethyl)pyridin-3-yl)pyridazin-3-yl)octahydrocyclopenta[c]pyrrol-5-amine